CC(=O)NC1=CC=CC(=C1)C#C N-(3-ethynylphenyl)acetamide